FC(C1=CC=C(CC2=C(C=CC(=C2)C)S(=O)(=O)N)C=C1)(F)F (4-trifluoromethylbenzyl)-4-methylbenzenesulfonamide